NC1=CC(=NC=N1)NC1=CC(=C(NC1=S)C(=O)N)C 5-((6-aminopyrimidin-4-yl)amino)-3-methyl-6-thioxo-1,6-dihydropyridine-2-carboxamide